COC1=NC=C(C=N1)CN1C[C@H](CCC1)N1C(NC2=C1C=C(C(=C2)C=2C=C(C=1N(C2)N=CN1)C)C)=O (S)-1-(1-((2-Methoxypyrimidin-5-yl)methyl)piperidin-3-yl)-6-methyl-5-(8-methyl-[1,2,4]triazolo[1,5-a]pyridin-6-yl)-1,3-dihydro-2H-benzo[d]imidazol-2-on